OC1=C(C(=CC(=C1)OC)O)C(\C=C/C1=CC=CC=C1)=O (Z)-1-(2,6-Dihydroxy-4-methoxyphenyl)-3-phenylprop-2-en-1-one